4-(1-(cyclohexylmethyl)-1H-benzo[d]imidazol-2-ylamino)-N-hydroxybenzamide C1(CCCCC1)CN1C(=NC2=C1C=CC=C2)NC2=CC=C(C(=O)NO)C=C2